C1=CC(=CC=2OC3=C(C21)C=CC=C3)C#N dibenzo[b,d]Furan-3-carbonitrile